(1S,4S)-5-(6-(Methanoyl)pyridin-3-yl)-2,5-diazabicyclo[2.2.1]heptane-2-carboxylic acid tert-butyl ester C(C)(C)(C)OC(=O)N1[C@@H]2CN([C@H](C1)C2)C=2C=NC(=CC2)C=O